C(C)(C)(C)OC(=O)N1C[C@H](CC1)[C@@H](C(=O)N1C(OC[C@@H]1CC1=CC=CC=C1)=O)CC1=CC(=CC=C1)S(=O)(=O)Cl (3R)-3-[(1S)-2-[(4S)-4-benzyl-2-oxo-oxazolidin-3-yl]-1-[(3-chlorosulfonylphenyl)methyl]-2-oxoethyl]pyrrolidine-1-carboxylic acid tert-butyl ester